4-[3-[5-[8-(5-acetyl-1-tetrahydropyran-4-yl-6,7-dihydro-4H-pyrazolo[4,3-c]pyridin-3-yl)-3-isoquinolyl]-2-pyridyl]-3,9-diazaspiro[5.5]undecan-9-yl]benzoic acid C(C)(=O)N1CC2=C(CC1)N(N=C2C=2C=CC=C1C=C(N=CC21)C=2C=CC(=NC2)N2CCC1(CC2)CCN(CC1)C1=CC=C(C(=O)O)C=C1)C1CCOCC1